C1(CC1)C=1C=2N(C=C(N1)C)C=C(N2)NC(=O)C2=CC=C(C1=CN(N=C21)C)N2CCC(CC2)N(C(OC(C)(C)C)=O)CC tert-butyl N-[1-[7-[(8-cyclopropyl-6-methyl-imidazo[1,2-a]pyrazin-2-yl)carbamoyl]-2-methyl-indazol-4-yl]-4-piperidyl]-N-ethyl-carbamate